C1=NC(=C2C(=N1)N(C=N2)[C@H]3[C@@H]([C@@H]([C@H](O3)CO)O)OP(=O)(O)O)N The molecule is a purine ribonucleoside 2'-monophosphate. It has a role as a Saccharomyces cerevisiae metabolite. It is a conjugate acid of an adenosine 2'-phosphate(2-).